CC([C@@H](C(=O)N1[C@@H](C[C@H](C1)OC1OCCCC1)C(=O)OC)N1C(CCC1CCCOS(=O)(=O)C1=CC=C(C=C1)C)=O)(C)C methyl (2S,4R)-1-[(2S)-3,3-dimethyl-2-[2-oxo-5-[3-(p-tolylsulfonyloxy)propyl]pyrrolidin-1-yl]butanoyl]-4-tetrahydropyran-2-yloxy-pyrrolidine-2-carboxylate